3-[4-(4-amino-3-hydroxy-piperidin-1-yl)-3-(3,5-difluoro-phenyl)-quinolin-6-yl]-2-methoxymethoxy-benzonitrile NC1C(CN(CC1)C1=C(C=NC2=CC=C(C=C12)C=1C(=C(C#N)C=CC1)OCOC)C1=CC(=CC(=C1)F)F)O